N-(4-(2-(4-fluorophenyl)-5-isopropyl-4,5,6,7-tetrahydropyrazolo[1,5-a]pyrazin-3-yl)pyridin-2-yl)acetamide FC1=CC=C(C=C1)C1=NN2C(CN(CC2)C(C)C)=C1C1=CC(=NC=C1)NC(C)=O